1-(4-methylpyridin-2-yl)thiourea CC1=CC(=NC=C1)NC(=S)N